N(N)C1=NC(=NC=C1C(=O)OCC)SC ethyl 4-hydrazinyl-2-(methylthio)pyrimidine-5-carboxylate